(S)-5-(3-(1-(5-fluoro-3-methylbenzofuran-2-yl)-2-methylpropyl)ureido)-N,N-dimethylnicotinamide FC=1C=CC2=C(C(=C(O2)[C@H](C(C)C)NC(NC=2C=NC=C(C(=O)N(C)C)C2)=O)C)C1